FC=1C2=C(C=C(C1)C1=NN(N=C1)C)OCC=1N=C(SC12)N(C1CC(NC(C1)(C)C)(C)C)C 9-Fluoro-N-methyl-7-(2-methyl-2H-1,2,3-triazol-4-yl)-N-(2,2,6,6-tetramethylpiperidin-4-yl)-4H-chromeno[3,4-d]thiazol-2-amine